2,3,5,6-tetramethyl-terephthalic acid CC1=C(C(=O)O)C(=C(C(=C1C)C(=O)O)C)C